O=C1NC(CCC1N1C(C2=CC=CC(=C2C1=O)NCC1CCN(CC1)C(=O)OC(C)(C)C)=O)=O tert-butyl 4-({[2-(2,6-dioxopiperidin-3-yl)-1,3-dioxo-2,3-dihydro-1H-isoindol-4-yl] amino} methyl)piperidine-1-carboxylate